2-(pyridin-2-yl)imidazo[4,5-c]pyridine-6-carboxylate N1=C(C=CC=C1)C=1N=C2C(=CN=C(C2)C(=O)[O-])N1